FC1=CC=C(C=C1)C=1C=C2C(=NC=NC2=C(C1)OC)NCC1CCN(CC1)C(C)=O 1-[4-[[[6-(4-fluorophenyl)-8-methoxy-quinazolin-4-yl]amino]methyl]-1-piperidinyl]ethanone